C(CCCCC)(=O)O.N1=C(C=CC=C1)SSCCC(=O)N [3-(2-pyridyldithio)propionamide] hexanoate